BrC1=C(C(C(C=C1[2H])([2H])I)[2H])[2H] 1-bromo-4-iodobenzene-2,3,4,6-d4